methacryloxypropylpentamethyldisiloxane (3-[Dimethyl (trimethylsilyloxy) silyl] propyl-methylprop-2-enoate) C[Si](CCCC=C(C(=O)O)C)(O[Si](C)(C)C)C.C(C(=C)C)(=O)OCCC[Si](O[Si](C)(C)C)(C)C